C1(CC1)COC=1C(=C(C=CC1)N1CCC2(CC1)C=1C=CC(=NC1C(N(C2)C2CN(CC2)CCOCCOC)=O)C=2C(=NC=CC2)OCC)C(F)(F)F 1'-[3-(cyclopropylmethoxy)-2-(trifluoromethyl)phenyl]-2-(2-ethoxypyridin-3-yl)-7-[1-[2-(2-methoxyethoxy)ethyl]pyrrolidin-3-yl]spiro[6H-1,7-naphthyridine-5,4'-piperidine]-8-one